FC(C1=CC=C(C=C1)S(=O)(=O)NC1CCN(CC1)C(=O)OC(C)(C)C)(F)F tert-butyl 4-((4-(trifluoromethyl)phenyl)sulfonamido)piperidine-1-carboxylate